ClC=1N=C(C=2OC[C@H](NC2N1)COC)OCCC1=CNC2=CC=CC=C12 (7R)-2-chloro-4-[2-(1H-indol-3-yl)ethoxy]-7-(methoxymethyl)-7,8-dihydro-6H-pyrimido[5,4-b][1,4]oxazine